C(CCC)C1(CN(C2=C(S(C1)(=O)=O)C=C(C(=C2)SC)CN[C@H](C(=O)O)CCC(=O)O)C2=CC=CC=C2)CCCC (S)-2-(((3,3-dibutyl-7-methylsulfanyl-1,1-dioxo-5-phenyl-2,3,4,5-tetrahydrobenzo[b][1,4]thiazepin-8-yl)methyl)amino)glutaric acid